C(C)(C)(C)OC(=O)N1CCC(CC1)N1C(NC2=C1C=CC=C2C2CC2)=O 4-(4-cyclopropyl-2-oxo-2,3-dihydro-1H-1,3-benzodiazol-1-yl)piperidine-1-carboxylic acid tert-butyl ester